C1(=CC=CC2=CC=CC=C12)C=1C=C(C=CC1)OB(O)O (3-(naphthalen-1-yl)phenyl)-boric acid